C(C)(C)(C)OC(N(C)[C@H]1CN(CCC1)C=1C=NC=C(C1Cl)F)=O N-[(3R)-1-(4-chloro-5-fluoro-3-pyridinyl)-3-piperidinyl]-N-methyl-carbamic acid tert-butyl ester